6-methyl-8,14-dioxa-4,5,10,19,20-pentaazatetracyclo[13.5.2.12,5.018,21]tricosa-1(20),2(23),3,15,17,21-hexaen-9-one CC1N2N=CC(C3=NNC4=CC=C(OCCCNC(OC1)=O)C=C34)=C2